OC[C@@H](C(=O)NC(=C)C(=O)OC)NC(=O)OC1CCN(CC1)C(=O)OCCCC butyl (S)-4-(((3-hydroxy-1-((3-methoxy-3-oxoprop-1-en-2-yl)amino)-1-oxopropan-2-yl)carbamoyl)oxy)piperidine-1-carboxylate